6-(Bromomethyl)quinoxaline BrCC=1C=C2N=CC=NC2=CC1